C(C)(C)(C)OC(=O)N(C1CCN(CC1)C1=CC=C(C=N1)OC=1C=C(C=C(C1)C1=CC(=CC(=C1)Cl)Cl)CN(C(OCCCC)=O)CCOC)C butyl ((5-((6-(4-((tert-butoxycarbonyl)(methyl)amino)piperidin-1-yl)pyridin-3-yl)oxy)-3',5'-dichloro-[1,1'-biphenyl]-3-yl)methyl)(2-methoxyethyl)carbamate